2-cyanoterephthaloyl chloride C(#N)C1=C(C(=O)Cl)C=CC(=C1)C(=O)Cl